(R)-(6,6'-dimethoxybiphenyl-2,2'-diyl)bis(diisopropyl-phosphine) COC1=CC=CC(=C1C1=C(C=CC=C1OC)P(C(C)C)C(C)C)P(C(C)C)C(C)C